4-(3-cyano-4-methoxyphenyl)-2-thiazolecarboxylic acid ethyl ester C(C)OC(=O)C=1SC=C(N1)C1=CC(=C(C=C1)OC)C#N